6-(4-(2-methyl-2H-pyrazolo[3,4-b]pyridin-5-yl)benzyl)-6,7-dihydro-5H-pyrrolo[3,4-b]pyridin-5-one-7,7-d2 CN1N=C2N=CC(=CC2=C1)C1=CC=C(CN2C(C3=NC=CC=C3C2=O)([2H])[2H])C=C1